[C@]12(OC[C@@H](NC1)C2)CO [(1S,4S)-2-oxa-5-azabicyclo[2.2.1]heptan-1-yl]methanol